2-(4-chloro-2-hydroxyphenyl)-4,5-dimethylimidazole ClC1=CC(=C(C=C1)C=1NC(=C(N1)C)C)O